C(C1=CC=CC=C1)N1CCC(CC1)NC(CCC1=NNC=2C1=NC(=CC2)N2CCN(CC2)C)=O N-(1-benzylpiperidin-4-yl)-3-(5-(4-methylpiperazin-1-yl)-1H-pyrazolo[4,3-b]pyridin-3-yl)propanamide